FC=1C=C(C=CC1)O (E)-3-fluoro-phenol